N-(4-(N-(1-(3-(dimethylamino)phenyl)ethyl)sulfamoyl)naphthalen-1-yl)-2-methylbenzamide CN(C=1C=C(C=CC1)C(C)NS(=O)(=O)C1=CC=C(C2=CC=CC=C12)NC(C1=C(C=CC=C1)C)=O)C